C1(CC1)C1=CN=CC(=N1)C=1N=C2C(=NC1)C=NC(=C2)CN (2-(6-cyclopropylpyrazin-2-yl)pyrido[3,4-b]pyrazin-7-yl)methylamine